BrC1=CC=C(C=C1)[C@@H](NC1=CC=C(C=C1)C(F)(F)F)C1=NN=NN1C(C)(CC(C)(C)C)C (R)-N-((4-bromophenyl)(1-(2,4,4-trimethylpentan-2-yl)-1H-tetrazol-5-yl)methyl)-4-(trifluoro-methyl)aniline